[Cu].[Be] beryllium copper